C1(=CC=CC=C1)/C=C/C(=O)N(C1CSCC1)C1=NC=CC=C1 (E)-3-phenyl-N-(2-pyridyl)-N-tetrahydrothiophen-3-ylprop-2-enamide